ClC=1N=C2C(=C(C(N(C2=CC1)C)=O)C#N)N1CCN(CC1)CC1=C(C(=CC=C1)OC)O 6-chloro-4-{4-[(2-hydroxy-3-methoxyphenyl)methyl]piperazin-1-yl}-1-methyl-2-oxo-1,2-dihydro-1,5-naphthyridine-3-carbonitrile